Dicyclopentenyloxyethyl methacrylate C(C(=C)C)(=O)OCC(OC1=CCCC1)OC1=CCCC1